3-(2-cyanopropan-2-yl)-N-(5-methyl-6-((3-(9-(tetrahydro-2H-pyran-2-yl)-9H-purin-6-yl)pyridin-2-yl)amino)pyridin-2-yl)benzamide C(#N)C(C)(C)C=1C=C(C(=O)NC2=NC(=C(C=C2)C)NC2=NC=CC=C2C2=C3N=CN(C3=NC=N2)C2OCCCC2)C=CC1